ClC1=CC=C(C=C1)C=1N=C2N(C=CC=C2)C1C=1N=NN(C1)CC1=NC=CC=C1 2-(4-Chlorophenyl)-3-(1-(pyridin-2-ylmethyl)-1H-1,2,3-triazol-4-yl)imidazo[1,2-a]pyridin